4-[[(2R,3S,4S,5R)-3-(3,4-Difluoro-2-methoxy-phenyl)-4,5-dimethyl-5-(trifluoromethyl)tetrahydrofuran-2-carbonyl]amino]-6-fluoro-pyridin-2-carboxamid FC=1C(=C(C=CC1F)[C@H]1[C@@H](O[C@]([C@H]1C)(C(F)(F)F)C)C(=O)NC1=CC(=NC(=C1)F)C(=O)N)OC